1,1,1-trimethylol-3-ethyl-hexane C(O)C(CC(CCC)CC)(CO)CO